FC(C1=C(C=CC(=C1C(F)(F)F)N)C1=C(C(=C(N)C=C1)C(F)(F)F)C(F)(F)F)(F)F 2,2',3,3'-tetrakis(trifluoromethyl)benzidine